FC1=CC=2N(C=C1)N=C(N2)NC2CC(CC2)NC2=CC=C(C=N2)N2C(C=CC=C2)=O 6'-((3-(((1S,3S)-7-fluoro-[1,2,4]triazolo[1,5-a]pyridin-2-yl)amino)cyclopentyl)amino)-2H-[1,3'-bipyridinyl]-2-one